4-chloro-2'-hydroxy-4'-methoxy-5'-(piperazin-1-yl)methyl-chalcone methyl-(2R)-2-[(2,4-dimethoxyphenyl)methylamino]-3-hydroxy-propanoate COC([C@@H](CO)NCC1=C(C=C(C=C1)OC)OC)=O.ClC1=CC=C(C=C1)\C=C\C(=O)C1=C(C=C(C(=C1)CN1CCNCC1)OC)O